N-(1-ethylpiperidin-4-yl)-N-methyl-4-(5-phenyl-1,3,4-thiadiazol-2-yl)thiophene-2-carboxamide C(C)N1CCC(CC1)N(C(=O)C=1SC=C(C1)C=1SC(=NN1)C1=CC=CC=C1)C